BrC=1C(=C(C(=NC1C1=CC(=C(C=C1)C#N)F)N1CCC(CC1)NC(OC(C)(C)C)=O)[N+](=O)[O-])C tert-butyl (1-(5-bromo-6-(4-cyano-3-fluorophenyl)-4-methyl-3-nitropyridin-2-yl)piperidin-4-yl)carbamate